COP(=O)(OC)C1=C(N[C@H](C)C=2C=C(C=C3C(C(=C(OC23)C2=CC=CC=C2)C)=O)C)C=CC=C1 8-[(1R)-1-(2-Dimethoxyphosphorylanilino)ethyl]-3,6-dimethyl-2-phenyl-chromen-4-one